BrC=1C(=C(N(C1C(F)(F)F)COCC)C1=CC=C(C=C1)Cl)C#N 4-bromo-2-(4-chlorophenyl)-1-(ethoxymethyl)-5-(trifluoromethyl)-pyrrole-3-carbonitrile